Tert-butyl 4-((5-cyclopropyl-3-(2,6-dichlorophenyl)isoxazol-4-yl)methoxy)-3,3-difluoropiperidine-1-carboxylate C1(CC1)C1=C(C(=NO1)C1=C(C=CC=C1Cl)Cl)COC1C(CN(CC1)C(=O)OC(C)(C)C)(F)F